CC1=C(C(=CC=C1)C)C1=NC(=NC(=C1)OC[C@@H](CC(C)(C)C)NC1CC2(C1)CC(C2)C(=O)OC)NS(=O)(=O)C=2C=C(C(=O)O)C=CC2 3-[[4-(2,6-dimethylphenyl)-6-[(2R)-2-[(6-methoxycarbonylspiro[3.3]heptan-2-yl)amino]-4,4-dimethyl-pentoxy]pyrimidin-2-yl]sulfamoyl]benzoic acid